O1C=CC2=C1C=CC(=C2)C2N(CC1=CC=CC=C21)C(=O)NC2=CNC1=CC=C(C=C21)Cl (benzofuran-5-yl)-N-(5-chloro-1H-indol-3-yl)isoindoline-2-carboxamide